3-(5-(4-((1-(4-((S)-6-Hydroxy-2,2-dimethyl-1,2,3,4-tetrahydronaphthalen-1-yl)phenyl)piperidin-4-yl)methyl)piperazin-1-yl)-1-oxoisoindolin-2-yl)piperidine-2,6-dione OC=1C=C2CCC([C@H](C2=CC1)C1=CC=C(C=C1)N1CCC(CC1)CN1CCN(CC1)C=1C=C2CN(C(C2=CC1)=O)C1C(NC(CC1)=O)=O)(C)C